CC1=C(C=CC=C1C)C(C)C1=CN=CN1C(=O)NCCOC(C=C)=O 2-({5-[1-(2,3-Dimethylphenyl)ethyl]-1H-imidazol-1-carbonyl}amino)ethyl-prop-2-enoat